FC1=C(C(=C2C=NN(C2=C1)C1OCCCC1)B1OC(C(O1)(C)C)(C)C)CCCCOCC1CN(CCCC1)C(=O)OC(C)(C)C tert-butyl 3-((4-(6-fluoro-1-(tetrahydro-2H-pyran-2-yl)-4-(4,4,5,5-tetramethyl-1,3,2-dioxaborolan-2-yl)-1H-indazol-5-yl)butoxy)methyl)azepane-1-carboxylate